2,6-bis[(4-hydroxy-2,3,6-trimethylphenyl)methyl]-4-methylphenol OC1=C(C(=C(C(=C1)C)CC1=C(C(=CC(=C1)C)CC1=C(C(=C(C=C1C)O)C)C)O)C)C